1-((1-acryloyl-3-fluoroazetidin-3-yl)methyl)-7-chloro-6-(3,6-difluoro-2-hydroxyphenyl)-4-(2-isopropyl-4-methylpyridin-3-yl)-1,4-dihydropyrido[2,3-b]pyrazine-2,3-dione C(C=C)(=O)N1CC(C1)(F)CN1C2=C(N(C(C1=O)=O)C=1C(=NC=CC1C)C(C)C)N=C(C(=C2)Cl)C2=C(C(=CC=C2F)F)O